CC(C1=CC=CC=C1)(C)C=1C(=C(C=C(C1)C(CC(C)(C)C)(C)C)N1N=C2C(=N1)C=CC=C2)O 2-[3'-(α,α-dimethylbenzyl)-5'-(1,1,3,3-tetramethylbutyl)-2'-hydroxyphenyl]-benzotriazole